FC1=C(C=CC(=C1)C1NCCOC1)C=1N=C2SC3=C(N2C1)C=CC(=C3)C(=O)NC3CCN(CC3)C 2-(2-fluoro-4-(morpholin-3-yl)phenyl)-N-(1-methylpiperidin-4-yl)benzo[d]imidazo[2,1-b]thiazole-7-carboxamide